C(CCCCCCC\C=C/C\C=C/CCCCC)(=O)OCC(O)CO glycerol monolinoleoate